2-(benzo[d]oxazol-6-yl)-N-(3,5-dichloro-4-(2,6-dioxopiperidin-3-yl)benzyl)-2-methylpropanamide O1C=NC2=C1C=C(C=C2)C(C(=O)NCC2=CC(=C(C(=C2)Cl)C2C(NC(CC2)=O)=O)Cl)(C)C